C1(=CC=CC=C1)C1=CC2=C(N=NC=3C=CC(=CC23)C2=CC=CC=C2)C=C1 2,9-diphenyl-benzo[c]cinnoline